methyl 4-((4-(2-(2-aminopyridin-3-yl)-6-(trifluoromethyl)-3H-imidazo[4,5-b]pyridin-3-yl)benzyl)carbamoyl)benzoate NC1=NC=CC=C1C1=NC=2C(=NC=C(C2)C(F)(F)F)N1C1=CC=C(CNC(=O)C2=CC=C(C(=O)OC)C=C2)C=C1